ClC=1C=C(NC2=NC=NC3=CC=C(C=C23)C2=CC=C(O2)C=O)C=CC1OCC1=CC(=CC=C1)F 5-[4-[3-chloro-4-(3-fLuorobenzyloxy)anilino]-6-quinazolinyl]-furan-2-carbaldehyde